(S) or (R)-5-(difluoromethyl)-3-((1-((2,4-dimethyl-6-oxo-1,6-dihydropyrimidin-5-yl)methyl)-4-(1-fluoroethyl)-6-oxo-1,6-dihydropyrimidin-5-yl)oxy)-2-fluorobenzonitrile FC(C=1C=C(C(=C(C#N)C1)F)OC1=C(N=CN(C1=O)CC1=C(N=C(NC1=O)C)C)[C@H](C)F)F |o1:29|